N-[5-[(4-ethyl-1-piperazinyl)methyl]-2-pyridyl]-5-fluoro-4-[4-fluoro-2-methyl-1-(1-methylethyl)-1H-benzimidazol-6-yl]-2-pyrimidinamine C(C)N1CCN(CC1)CC=1C=CC(=NC1)NC1=NC=C(C(=N1)C=1C=C(C2=C(N(C(=N2)C)C(C)C)C1)F)F